ClC1=NC(=CC(=C1)Cl)C=1CCOCC1 2,4-dichloro-6-(3,6-dihydro-2H-pyran-4-yl)pyridine